O=C1[C@@]2(C[C@H](N(C2)C(=O)OCCCC)C(=O)OCC)CCCN1 2-(r-butyl) 3-ethyl (3S,5R)-6-oxo-2,7-diazaspiro[4.5]decane-2,3-dicarboxylate